FCCN1CCC(CC1)C=1SC2=C(N1)C=C(C=C2)C2=NC[C@H](CC2)C (S)-2-(1-(2-fluoroethyl)piperidin-4-yl)-5-(5-methyl-3,4,5,6-tetrahydropyridin-2-yl)benzo[d]thiazole